OCC[C@@H](CCC=C)S(=O)(=O)N (R)-1-HYDROXYHEPT-6-ENE-3-SULFONAMIDE